permanganite [Mn](=O)(=O)[O-]